C(CCCCCC)S(=O)(=O)[O-].[Cd+2].C(CCCCCC)S(=O)(=O)[O-] cadmium heptanesulfonate